C(C1CCCC=C1)(=O)C1=CC=CC=C1 4'-tetrahydrobenzophenone